N-(4-aminopyridin-2-yl)-3-(morpholin-4-yl)propionamide NC1=CC(=NC=C1)NC(CCN1CCOCC1)=O